C(C)(C)(C)OC(NS(=O)C1=CN=C(S1)C(C)(C)OC)=O ((2-(2-methoxyprop-2-yl)thiazol-5-yl)sulfinyl)carbamic acid tert-butyl ester